(R)-5-chloro-8-((1-(2,2-difluorocyclopropyl)-1H-indazol-6-yl)sulfonyl)-3-hydroxyquinazoline-2,4(1H,3H)-dione ClC1=C2C(N(C(NC2=C(C=C1)S(=O)(=O)C1=CC=C2C=NN(C2=C1)[C@H]1C(C1)(F)F)=O)O)=O